C(=O)C=1C=C2C(=NC1)OC=C2 5-FORMYLFURO[2,3-B]PYRIDINE